3-(1-fluorocyclopropyl)isoxazole-4-carboxamide FC1(CC1)C1=NOC=C1C(=O)N